6-chloro-3-((1-(3,6-dimethyl-4-oxo-2-(pyridin-4-yl)-3,4-dihydroquinazolin-8-yl)ethyl)amino)picolinic acid methyl ester COC(C1=NC(=CC=C1NC(C)C=1C=C(C=C2C(N(C(=NC12)C1=CC=NC=C1)C)=O)C)Cl)=O